C(CC)C1=CC=CC=C1 r-propyl-benzene